C(CC(O)(C(=O)[O-])CC(=O)[O-])(=O)[O-].[K+].[K+].[K+] Trikalium citrat